tert-butyl 6-[4-fluoro-5-([8-fluoro-2-methylimidazo[1,2-a]pyridin-6-yl]carbamoyl)thiophen-2-yl]-2,6-diazaspiro[3.3]heptane-2-carboxylate FC=1C=C(SC1C(NC=1C=C(C=2N(C1)C=C(N2)C)F)=O)N2CC1(CN(C1)C(=O)OC(C)(C)C)C2